C1(CC1)[C@@H](N1C(C2=CC=CC=C2C1=O)=O)C1=CC2=C(N(C=N2)COCC[Si](C)(C)C)C(=C1)F (R)-2-(cyclopropyl(7-fluoro-1-((2-(trimethylsilyl)ethoxy)methyl)-1H-benzo[d]imidazol-5-yl)methyl)isoindoline-1,3-dione